C(C)O[SiH](CCC(=O)COCC1CO1)OCC diethoxy(3-glycidyloxylacetonyl)methylsilane